N-(3-methoxy-[1,1'-biphenyl]-4-yl)-4-(2-methyl-6,7-dihydropyrazolo[1,5-a]pyrimidin-4(5H)-yl)-4-oxobutanamide COC=1C=C(C=CC1NC(CCC(=O)N1C=2N(CCC1)N=C(C2)C)=O)C2=CC=CC=C2